FC(CCCN1N=CC(=C1)N)F 1-(4,4-difluorobutyl)-1H-pyrazol-4-amine